1-PROPYLPIPERIDINE-4-CARBALDEHYDE C(CC)N1CCC(CC1)C=O